4-[4-cyano-6-[1-[(3R)-3-hydroxybutyl]pyrazol-4-yl]-2-methylindazol-3-yl]-2-(difluoromethoxy)-N-[(1-fluorocyclopropyl)methyl]-6-methoxybenzamide C(#N)C=1C2=C(N(N=C2C=C(C1)C=1C=NN(C1)CC[C@@H](C)O)C)C1=CC(=C(C(=O)NCC2(CC2)F)C(=C1)OC)OC(F)F